OCCOCCOCCOCCOCCOCCOCCOCCOCCOCCOCC 1-hydroxy-3,6,9,12,15,18,21,24,27,30-decaoxadotriacontane